ClCC(=O)N1CCN(CC1)S(=O)(=O)C1=CC=C(C)C=C1 2-chloro-1-(4-tosylpiperazin-1-yl)ethanone